C1(CCC1)CNCC=1NC2=CC(=CC=C2C1)CNC(=O)C=1C=NC=2N(C1)C(=NN2)C2CC2 N-((2-(((cyclobutylmethyl)amino)methyl)-1H-indol-6-yl)methyl)-3-cyclopropyl-[1,2,4]triazolo[4,3-a]pyrimidine-6-carboxamide